12-(2,3-Dihydro-1H-inden-2-yl)-12-azatricyclo[6.3.1.02,7]dodeca-2,4,6-triene hydrochloride Cl.C1C(CC2=CC=CC=C12)N1C2C3=CC=CC=C3C1CCC2